FC=1C=CC(=NC1)C1=NN(C=C1C1=C2C(=NC(=N1)C)NN=C2)C 4-[3-(5-fluoro-2-pyridinyl)-1-methyl-pyrazol-4-yl]-6-methyl-1H-pyrazolo[3,4-d]pyrimidine